6-(2-ethylhexyl)-imino-1,3,5-triazine C(C)C(CC1=NC=NC(N1)=N)CCCC